Cl.CC1=C2C3C=CC(C2=CC=C1)N3 3-Methyl-11-azatricyclo[6.2.1.02,7]undeca-2,4,6,9-tetraene hydrochloride